C(CCC)OC1=CC=CC=2C=C(OC21)C(C)=O 1-(7-butoxybenzofuran-2-yl)ethan-1-one